FC=1C(=NC(=CC1C)C)C(CCOC)O 1-(3-fluoro-4,6-dimethylpyridin-2-yl)-3-methoxypropan-1-ol